(4R,5S,7R,8R,9S,10R)-4-((3-chloro-2-hydroxybenzyl)amino)-7-(hydroxymethyl)-9-(4-(3,4,5-trifluorophenyl)-1H-1,2,3-triazol-1-yl)-1,6-dioxaspiro[4.5]decane-8,10-diol ClC=1C(=C(CN[C@@H]2CCO[C@]23O[C@@H]([C@@H]([C@@H]([C@H]3O)N3N=NC(=C3)C3=CC(=C(C(=C3)F)F)F)O)CO)C=CC1)O